C(C)(C)(C)OC(=O)N[C@H](C(=O)O)CP(=O)(OCC)OCC (R)-2-((tert-butoxycarbonyl)amino)-3-(diethoxy-phosphoryl)propionic acid